CS(=O)(=O)OC1=C(C=CC(=C1)C1C(NC(CC1)=O)=O)C1CCNCC1 [5-(2,6-dioxo-3-piperidyl)-2-(4-piperidyl)phenyl] methanesulfonate